4-(3-chloro-2-methyl-7-((2S,4S)-2-(1-methyl-1H-pyrazol-4-yl)tetrahydro-2H-pyran-4-yl)-4-oxo-4H-pyrazino[1,2-a]pyrimidin-9-yl)-3-fluorobenzonitrile ClC1=C(N=C2N(C1=O)C=C(N=C2C2=C(C=C(C#N)C=C2)F)[C@@H]2C[C@H](OCC2)C=2C=NN(C2)C)C